2-(4-chloro-3-fluorophenoxy)-N-(3-{[4-(4-chlorophenyl)pyridin-2-yl]amino}bicyclo[1.1.1]pent-1-yl)acetamide ClC1=C(C=C(OCC(=O)NC23CC(C2)(C3)NC3=NC=CC(=C3)C3=CC=C(C=C3)Cl)C=C1)F